(1R,2S,5S)-N-[cyano(1H-pyrrolo[2,3-c]pyridin-4-yl)methyl]-3-[(2S)-3,3-dimethyl-2-[(2,2,2-trifluoroacetyl)amino]butanoyl]-6,6-dimethyl-3-azabicyclo[3.1.0]hexane-2-carboxamide C(#N)C(NC(=O)[C@@H]1[C@H]2C([C@H]2CN1C([C@H](C(C)(C)C)NC(C(F)(F)F)=O)=O)(C)C)C1=C2C(=CN=C1)NC=C2